2'-chloro-N-(5-{6,6-difluorospiro[3.3]heptane-2-carbonyl}-4H,5H,6H-pyrrolo[3,4-d][1,3]thiazol-2-yl)-5'-methoxy-6-methyl-[4,4'-bipyridine]-3-carboxamide ClC1=NC=C(C(=C1)C1=C(C=NC(=C1)C)C(=O)NC=1SC2=C(N1)CN(C2)C(=O)C2CC1(C2)CC(C1)(F)F)OC